Racemic-N-(8-fluoro-6-oxo-1,4,5,6-tetrahydro-2H-pyrano[3,4-c]isoquinolin-1-yl)-N-methyl-2,3-dihydro-1H-indene-5-carboxamide FC=1C=CC=2C3=C(NC(C2C1)=O)COC[C@@H]3N(C(=O)C=3C=C1CCCC1=CC3)C |r|